C(CCCCCCCCC)OCCOCCOCCOCCOCCO pentaethylene glycol monon-decyl ether